7-(3-(4-fluoropiperidine-1-carbonyl)pyrazolo[1,5-a]pyridin-7-yl)-3,4-dihydroisoquinolin-1(2H)-one FC1CCN(CC1)C(=O)C=1C=NN2C1C=CC=C2C2=CC=C1CCNC(C1=C2)=O